[Br-].[NH4+].BrCCCCC=1C(NC2=CC=CC=C2C1)=O 4-bromobutylquinolone ammonium bromide